ClC=1C=C(CC[C@@]2(CN(CCC2)C2=CC(=C(C(=C2)F)S(=O)(=O)N(C2=NC=NC=C2)CC2=C(C=C(C=C2)OC)OC)F)N(C)C)C=CC1 (R)-4-(3-(3-chlorophenethyl)-3-(dimethylamino)piperidin-1-yl)-N-(2,4-dimethoxybenzyl)-2,6-difluoro-N-(pyrimidin-4-yl)benzenesulfonamide